CN(C1=CC(=C(C(=O)OC)C=C1)[N+](=O)[O-])CCC(F)(F)F methyl 4-(methyl (3,3,3-trifluoropropyl) amino)-2-nitrobenzoate